ClC1=C(C(NC=C1)=O)C(=O)NC1=CC=C(C=C1)N1CCN(CC1)C 4-Chloro-N-(4-(4-methylpiperazin-1-yl)phenyl)-2-oxo-1,2-dihydropyridine-3-carboxamide